dicyclopentenylethyl (3-ethyl-3-oxetanylmethyl) ether C(C)C1(COC1)COCC(C1=CCCC1)C1=CCCC1